1-[5-[2-(2,6-dichlorophenyl)ethyl]-4-methyl-indan-1-yl]-3-methyl-azetidin-3-ol ClC1=C(C(=CC=C1)Cl)CCC=1C(=C2CCC(C2=CC1)N1CC(C1)(O)C)C